2-(2-(3,6-dihydro-2H-pyran-4-yl)-6-(4-(3-hydroxy-6-methylpicolinoyl)piperazin-1-yl)-5-methyl-7-oxo-[1,2,4]triazolo[1,5-a]pyrimidin-4(7H)-yl)-N-(4-(trifluoromethyl)phenyl)acetamide O1CCC(=CC1)C1=NN2C(N(C(=C(C2=O)N2CCN(CC2)C(C2=NC(=CC=C2O)C)=O)C)CC(=O)NC2=CC=C(C=C2)C(F)(F)F)=N1